(R)-[1-(2-bromo-5-oxo-5,7-dihydro-6H-pyrrolo[3,4-b]pyridin-6-yl)-2,4-dimethylpent-4-en-2-yl] carbamate C(N)(O[C@@](CN1CC2=NC(=CC=C2C1=O)Br)(CC(=C)C)C)=O